C(C)(C)(C)OC(N(C(CCC#C)C(F)F)CC=C)=O allyl-N-[1-(difluoromethyl)pent-4-ynyl]carbamic acid tert-butyl ester